2-hydroxy-3-methoxy-6-[2-(3,4,5-trimethoxyphenyl)ethyl]phenolate OC1=C(C(=CC=C1OC)CCC1=CC(=C(C(=C1)OC)OC)OC)[O-]